ClC1=C(CNC(=O)[C@@H]2C=3C=CC=NC3[C@@H](CC2)O)C(=CC(=C1)Cl)C (5s,8r)-N-(2,4-dichloro-6-methylbenzyl)-8-hydroxy-5,6,7,8-tetrahydroquinoline-5-carboxamide